N-(adamantan-2-yl)-2-(6-(3-fluorophenyl)-1,1-dioxido-1,2,6-thiadiazinan-2-yl)acetamide C12C(C3CC(CC(C1)C3)C2)NC(CN2S(N(CCC2)C2=CC(=CC=C2)F)(=O)=O)=O